6,7-Difluoro-5-(piperazin-1-yl)-2,3-dihydro-1,4-benzodioxine FC1=C(C2=C(OCCO2)C=C1F)N1CCNCC1